Dodecylsulfonic acid sodium salt [Na+].C(CCCCCCCCCCC)S(=O)(=O)[O-]